CC(=CCC/C(=C/CC/C(=C\\CC/C(=C\\CC/C(=C\\CC/C(=C\\CC/C(=C\\CC/C(=C\\CC/C(=C\\CC/C(=C\\COP(=O)([O-])O[C@H]1C(=O)[C@@H]([C@H](O1)CO)O)/C)/C)/C)/C)/C)/C)/C)/C)/C)C The molecule is an organophosphate oxoanion obtained by deprotonation of the phosphate OH group of trans,octacis-decaprenylphospho-beta-D-erythro-pentofuranosid-2-ulose; major species at pH 7.3. It is a conjugate base of a trans,octacis-decaprenylphospho-beta-D-erythro-pentofuranosid-2-ulose.